ClC1=NC(=CC=C1C(=O)O)N1N=C(C=C1)OCC12CC(C1)(C2)F 2-chloro-6-[3-[(3-fluoro-1-bicyclo[1.1.1]pentanyl)methoxy]pyrazol-1-yl]pyridine-3-carboxylic acid